(Z)-1-(3-(2-isopropylphenyl)-4-oxothiazolidine-2-ylidene)-3-((4-(1-(4-(trifluoromethoxy)phenyl)-1H-1,2,4-triazol-3-yl)benzyl)oxy)urea C(C)(C)C1=C(C=CC=C1)N1/C(/SCC1=O)=N/C(=O)NOCC1=CC=C(C=C1)C1=NN(C=N1)C1=CC=C(C=C1)OC(F)(F)F